(S)-3-(1-(3-(ethoxymethyl)-3-(2-(5-fluoropyridin-2-yl)ethyl)pyrrolidin-1-yl)cyclopropyl)quinoline C(C)OC[C@@]1(CN(CC1)C1(CC1)C=1C=NC2=CC=CC=C2C1)CCC1=NC=C(C=C1)F